(R)-N-((R)-1-(2-(1-cyanocyclopropyl)-3,6-dimethyl-4-oxo-3,4-dihydroquinazolin-8-yl)ethyl)-2-methylpropane-2-sulfinamide C(#N)C1(CC1)C1=NC2=C(C=C(C=C2C(N1C)=O)C)[C@@H](C)N[S@](=O)C(C)(C)C